4-tert-butyloxazoline C(C)(C)(C)C1N=COC1